C(CCC)C1=CC=C(C=C1)C#CCC=C(F)C1=C(C=CC=C1)C1=CC=CC=C1 (5-(4-butylphenyl)-1-fluoropent-1-en-4-yn-1-yl)-1,1'-biphenyl